C1(=CC=C(C=C1)CC(C)=O)C 1-(4-tolyl)propan-2-one